FC(OC1=CC2=C(N=C(O2)C=2C(=C(C=CC2)C2=C(C(=CC=C2)C=2C(=NC(=CC2)CN2CCCC2)F)C)C)C=C1CN1[C@@H](CCC1)C(=O)O)F ((6-(difluoromethoxy)-2-(3'-(2-fluoro-6-(pyrrolidin-1-ylmethyl)pyridin-3-yl)-2,2'-dimethyl-[1,1'-biphenyl]-3-yl)benzo[d]oxazol-5-yl)methyl)-L-proline